tert-butyl (((2S,3S,4R)-5-chloro-4-(6-cyano-2-fluoro-3-methoxyphenyl)-6-fluoro-3-methyl-2-phenyl-2,3-dihydrobenzofuran-2-yl)methyl)(methyl)carbamate ClC=1C(=CC2=C([C@@H]([C@](O2)(C2=CC=CC=C2)CN(C(OC(C)(C)C)=O)C)C)C1C1=C(C(=CC=C1C#N)OC)F)F